SCCC[SiH](OCCOCCOCCOCCOCCOCCCCCCCCCCCCC)OCCOCCOCCOCCOCCOCCCCCCCCCCCCC (3-Mercaptopropyl)bis(3,6,9,12,15-pentaoxaoctacosan-1-yloxy)silane